N-(7-fluoro-2-methyl-indazol-5-yl)-2-methoxy-7-[(3S)-3-(methylamino)pyrrolidin-1-yl]-1,3-benzothiazole-4-carboxamide FC1=CC(=CC2=CN(N=C12)C)NC(=O)C=1C=CC(=C2C1N=C(S2)OC)N2C[C@H](CC2)NC